ClC=1N=NC(=CC1CCC(=O)O)Cl 3-(3,6-dichloropyridazin-4-yl)propanoic acid